N[C@H]1CS(C2=C(N(C1=O)CC1=CC=C(C=C1)Cl)C=C(C(=C2)F)C2=NC=CC(=C2)C(F)(F)F)(=O)=O (3R)-3-amino-5-[(4-chlorophenyl)methyl]-8-fluoro-1,1-dioxo-7-[4-(trifluoromethyl)-2-pyridinyl]-2,3-dihydro-1λ6,5-benzothiazepine-4-One